methyl 5-{4-[(tert-butoxycarbonyl)(cyclopropyl)amino]piperidin-1-yl}-2-methoxyquinazoline-8-carboxylate C(C)(C)(C)OC(=O)N(C1CCN(CC1)C1=C2C=NC(=NC2=C(C=C1)C(=O)OC)OC)C1CC1